BrC=1C=CC(=NC1C)/C(=N/O)/N (Z)-5-bromo-N'-hydroxy-6-methylpyridineformamidine